C1=NC=CC2=C(C=CC=C12)CNC(CC1N(C(CC1)=O)CC1=CC=C(C=C1)C)=O N-(Isoquinolin-5-ylmethyl)-2-[1-[(4-methylphenyl)methyl]-5-oxopyrrolidin-2-yl]acetamide